C(C)(C)(C)OC(=O)N1CCC(CC1)CC1OCCO1 4-((1,3-Dioxolan-2-yl)methyl)piperidine-1-carboxylic acid tert-butyl ester